ClC=1C(=NC=CC1)N1N=C(C=C1C(=O)N)Br 1-(3-chloro-2-pyridinyl)-3-bromo-1H-pyrazole-5-carboxamide